rac-(4aR,8aS)-6-[4-[rac-(4-Fluorophenyl)-phenylmethyl]piperazine-1-carbonyl]-4,4a,5,7,8,8a-hexahydropyrido[4,3-b][1,4]oxazin-3-one FC1=CC=C(C=C1)[C@H](N1CCN(CC1)C(=O)N1C[C@@H]2[C@@H](OCC(N2)=O)CC1)C1=CC=CC=C1 |r|